BrC1=CC(=CC2=C1OCO2)O 7-Bromobenzo[d][1,3]dioxol-5-ol